O1CCC(=CC1)C1=CC2=C(N=C(N=C2N[C@H](C)C2=CC(=CC(=C2)C(F)(F)F)[N+](=O)[O-])O)C=N1 (R)-6-(3,6-dihydro-2H-pyran-4-yl)-4-((1-(3-nitro-5-(trifluoromethyl)phenyl)ethyl)amino)pyrido[3,4-d]pyrimidin-2-ol